N1(CCCCC1)CC1OC(=NOC1)[C@@]12[C@H](CNC1)CS(C2)(=O)=O |r| Rac-(3ar,6ar)-3a-(5-(piperidin-1-ylmethyl)-5,6-dihydro-1,4,2-dioxazin-3-yl)hexahydro-1H-thieno[3,4-c]pyrrole 2,2-dioxide